2-[4-({N-[(4-chlorophenyl)methyl]carbamoyl}amino)phenyl]-N-cyclopentylacetamide ClC1=CC=C(C=C1)CNC(=O)NC1=CC=C(C=C1)CC(=O)NC1CCCC1